(4S)-2-methyl-N-[(1S,4S)-4-{[6-chloro-2-(trifluoromethyl)quinolin-4-yl]amino}cyclohexyl]-3,4,5,6-tetrahydropyrimidine-4-carboxamide CC1=NCC[C@H](N1)C(=O)NC1CCC(CC1)NC1=CC(=NC2=CC=C(C=C12)Cl)C(F)(F)F